FC1(CN(CC1)C1=CC=CC=2CCC=3C(C=4C=CC=CC4NC3C21)=O)F (3,3-difluoropyrrolidin-1-yl)-6,12-dihydrobenzo[c]acridin-7(5H)-one